N-(2-methyl-6-(6-methyl-7-oxo-6,7-dihydro-1H-pyrrolo[2,3-c]pyridin-4-yl)-1-(3-chloro-4-(trifluoromethyl)benzyl)-1H-benzo[d]imidazol-4-yl)ethanesulfonamide CC1=NC2=C(N1CC1=CC(=C(C=C1)C(F)(F)F)Cl)C=C(C=C2NS(=O)(=O)CC)C=2C1=C(C(N(C2)C)=O)NC=C1